C(C)(C)(C)OC(NCC(O)C1=C(C=CC=C1)OC1=C(C=CC(=C1)F)O)=O (2-(2-(5-fluoro-2-hydroxyphenoxy)phenyl)-2-hydroxyethyl)carbamic acid tert-butyl ester